(1R,4S)-bicyclo[2.2.1]Hept-2-yl-[(1S,4R)-bicyclo[2.2.1]Hept-2-yl]Phosphine [C@@H]12C(C[C@@H](CC1)C2)PC2[C@H]1CC[C@@H](C2)C1